3-methyl-1,3-dihydro-2H-imidazo[4,5-b]pyridin-2-one CN1C(NC=2C1=NC=CC2)=O